4-(7-iodoimidazo[5,1-b]oxazol-5-yl)benzonitrile IC=1N=C(N2C1OC=C2)C2=CC=C(C#N)C=C2